7-[(2-Methoxyphenyl)amino]-1-phenyl-4-[2-(triisopropylsilyl)ethynyl]pyrimido[4,5-d][1,3]diazin-2-one COC1=C(C=CC=C1)NC1=NC=C2C(=N1)N(C(N=C2C#C[Si](C(C)C)(C(C)C)C(C)C)=O)C2=CC=CC=C2